5-((R)-2-(2,5-difluorophenyl)pyrrolidin-1-yl)-N-((S)-1-hydroxypropan-2-yl)pyrazolo[1,5-a]pyrimidine-3-carboxamide FC1=C(C=C(C=C1)F)[C@@H]1N(CCC1)C1=NC=2N(C=C1)N=CC2C(=O)N[C@H](CO)C